ClC=1C=C(C=CC1Cl)NC(=O)N1CC2=CNC(C=C2CC1)=O N-(3,4-dichlorophenyl)-6-oxo-3,4,6,7-tetrahydro-2,7-naphthyridine-2(1H)-carboxamide